Pyrimidine-4,6-dicarboxylic acid dichloride N1=CN=C(C=C1C(=O)Cl)C(=O)Cl